N1(C=NC=C1)C=1C=CC(=C(C1)O)C=1N=NC(=CC1)N([C@H]1[C@@]2(CN([C@](C1)(C2)C)C)C)C 5-(1H-imidazol-1-yl)-2-(6-(methyl((1S,4S,5R)-1,2,4-trimethyl-2-azabicyclo[2.2.1]heptan-5-yl)amino)pyridazin-3-yl)phenol